tetra(2-methoxyethoxy)zirconium COCCO[Zr](OCCOC)(OCCOC)OCCOC